OCCS(=O)(=O)C1=CC=C(C=C1)C1=CC=C(C=C1)CN1C=CC2=CC(=CC=C12)N1N=C(C=C1C)C(=O)N 1-(1-((4'-((2-hydroxyethyl)sulfonyl)-[1,1'-biphenyl]-4-yl)methyl)-1H-indol-5-yl)-5-methyl-1H-pyrazole-3-carboxamide